2-(3,4-dimethoxyphenyl)-N-(3-(dimethylamino)propyl)-3-ethyl-1H-indole-5-carboxamide COC=1C=C(C=CC1OC)C=1NC2=CC=C(C=C2C1CC)C(=O)NCCCN(C)C